2-phenyl-N-(tetrahydro-2H-pyran-4-yl)-1H-indole-7-amine C1(=CC=CC=C1)C=1NC2=C(C=CC=C2C1)NC1CCOCC1